COC=1C=C(C=CC1OC)C=1NC2=CC=C(C=C2C1CC(F)(F)F)C1CCN(CC1)CC(=O)NCCN1CCCC1 2-(4-(2-(3,4-dimethoxyphenyl)-3-(2,2,2-trifluoroethyl)-1H-indol-5-yl)piperidin-1-yl)-N-(2-(pyrrolidin-1-yl)ethyl)acetamide